C(CC)C=1N=NC=CC1 Propylpyridazine